O=C1NC(CCC1N1CC2=CC=C(C=C2C1=O)CNC(OCC1N(C(CC1)=O)C)=O)=O (1-methyl-5-oxopyrrolidin-2-yl)methyl N-{[2-(2,6-dioxopiperidin-3-yl)-3-oxo-2,3-dihydro-1H-isoindol-5-yl]methyl}carbamate